3-chloro-2-(2-chloroethoxy)-5-(4-((2-(methylthio)pyrimidin-4-yl)oxy)piperidine-1-carbonyl)benzonitrile ClC=1C(=C(C#N)C=C(C1)C(=O)N1CCC(CC1)OC1=NC(=NC=C1)SC)OCCCl